(5-hydroxy-3-methyl-1H-pyrazol-4-yl)butanoic acid ethyl ester C(C)OC(C(CC)C=1C(=NNC1O)C)=O